5-(methylamino)pyrazole-4-carboxamide dihydrochloride Cl.Cl.CNC1=C(C=NN1)C(=O)N